C(C)C=1C(=CC(=C(C1)O)F)C1=CC=C2C(=NNC2=C1)C1=NC2=C(N1)CN(C2)C2CCC(CC2)O 5-ethyl-2-fluoro-4-(3-(5-(4-hydroxycyclohexyl)-1,4,5,6-tetrahydropyrrolo[3,4-d]imidazole-2-yl)-1H-indazol-6-yl)phenol